C(CCCC)C1SC[C@H](N1)C(=O)O (4R)-2-pentylthiazolidine-4-carboxylic acid